CN1C(=NC(=C1)C=1C(=C(C(=CC1)O)N1CC(NS1(=O)=O)=O)F)C 5-(3-(1,2-dimethyl-1H-imidazol-4-yl)-2-fluoro-6-hydroxyphenyl)-1,2,5-thiadiazolidin-3-one 1,1-dioxide